COC(=O)OC1=CC=C(C(=O)O)C=C1 4-methoxycarbonyl-oxybenzoic acid